ClC1=CN=C(S1)NC(C(C1=CC=C(C=C1)C=1N=NN(N1)CCF)C1CC(CC1)(F)F)=O rac-N-(5-Chlorothiazol-2-yl)-2-(3,3-difluorocyclopentyl)-2-(4-(2-(2-fluoroethyl)-2H-tetrazol-5-yl)phenyl)acetamide